2-[4-(4-chlorophenoxy)phenyl]-7-(piperidin-4-yl)-4,5,6,7-tetrahydro-2H-pyrazolo[4,3-b]pyridine-3-carboxamide ClC1=CC=C(OC2=CC=C(C=C2)N2N=C3C(NCCC3C3CCNCC3)=C2C(=O)N)C=C1